C(CCC)[Sn](C#CC)(CCCC)CCCC tributyl-(1-propynyl)tin